4,4'-(oxybis(ethane-2,1-diyl))bis(methylcyclohexane) O(CCC1CCC(CC1)C)CCC1CCC(CC1)C